O[C@@]1(C[C@H](N(C1)C(=O)OC(C)(C)C)C(=O)OC)C(Cl)(Cl)Cl 1-(t-butyl) 2-methyl (2S,4R)-4-hydroxy-4-(trichloromethyl)pyrrolidine-1,2-dicarboxylate